BrC[C@@H](C)[C@H]1CC[C@H]2[C@@H]3C=CC4=CC(CC[C@]4(C)[C@H]3CC[C@]12C)=O (20S)-20-(bromomethyl)-pregna-4,6-dien-3-one